ClC1=CC(=C(C=C1Cl)O)C1(CCNCC1)C 4,5-dichloro-2-(4-methylpiperidin-4-yl)phenol